(6-hydroxy-10-(piperidin-1-yl)-[1,2,4]triazolo[5,1-a]isoquinoline-5-carbonyl)glycine OC1=C(N2C(C3=C(C=CC=C13)N1CCCCC1)=NC=N2)C(=O)NCC(=O)O